6-Chloro-2-(4-methoxybenzyl)-5-methylpyridazin-3(2H)-one ClC=1C(=CC(N(N1)CC1=CC=C(C=C1)OC)=O)C